C(C)OC1=CN=CC(=N1)C1=CN=C(S1)C(=O)N1C(COCC1)C1=NC=CC(=C1)N(S(=O)(=O)C1CC1)CC1=CC=C(C=C1)OC N-(2-{4-[5-(6-ethoxypyrazin-2-yl)-1,3-thiazole-2-carbonyl]morpholin-3-yl}pyridin-4-yl)-N-[(4-methoxyphenyl)methyl]cyclopropanesulfonamide